2-Methoxyethyl 5-(benzylcarbamoyl)-2,6-dimethyl-4-(2-nitrophenyl)-1,4-dihydropyridine-3-carboxylate C(C1=CC=CC=C1)NC(=O)C=1C(C(=C(NC1C)C)C(=O)OCCOC)C1=C(C=CC=C1)[N+](=O)[O-]